butyloxycarbonyl-O-benzyl-D-homoserine C(CCC)OC(=O)N[C@H](CCOCC1=CC=CC=C1)C(=O)O